Cl.CNCCCC(=O)N 4-(methylamino)butanamide Hydrochloride